NC(C=1C=CC(=C(N)C1)F)C1=CC=CC=C1 5-(amino(phenyl)methyl)-2-fluoroaniline